(E)-3-(3-Hydroxy-4-methoxyphenyl)-1-(4-propylphenyl)prop-2-en-1-one OC=1C=C(C=CC1OC)/C=C/C(=O)C1=CC=C(C=C1)CCC